FC1=CC=C(C=C1)C(N1CCN(CC1)C1=C(C(N(C=2C=CC(=NC12)C#N)C)=O)[N+](=O)[O-])C1=C(C=CC=C1)OCC#C 8-(4-((4-fluorophenyl)(2-(prop-2-yn-1-yloxy)phenyl)methyl)piperazin-1-yl)-5-methyl-7-nitro-6-oxo-5,6-dihydro-1,5-naphthyridine-2-carbonitrile